CCCC(=O)OCCC The molecule is a butyrate ester resulting from the formal condensation of the hydroxy group of propanol with the carboxy group of butyric acid. It has a role as a human metabolite, a plant metabolite and an insect attractant. It derives from a propan-1-ol.